ClC1=C(C=C(C=C1)F)C1(N(C(C=2C=3N(C=C(C21)NC(C2=CC(=CC(=C2)F)C(F)(F)F)=O)C=NC3)=O)CC3=CC=C(C=C3)OC)O N-[7-(2-chloro-5-fluorophenyl)-7-hydroxy-8-[(4-methoxyphenyl)methyl]-9-oxo-8,9-dihydro-7H-pyrrolo[4,3-c]imidazo[1,5-a]pyridin-6-yl]-5-fluoro-3-(trifluoromethyl)benzamide